racemic-1,2,3,4-tetrahydroisoquinoline-1-formic acid [C@H]1(NCCC2=CC=CC=C12)C(=O)O |r|